2-((R)-2,4-dimethylpiperazin-1-yl)-3-methoxypropanoic acid dihydrochloride Cl.Cl.C[C@H]1N(CCN(C1)C)C(C(=O)O)COC